COC(C1=CC(=NC(=C1)C)O)=O 2-hydroxy-6-methylisonicotinic acid methyl ester